Hexane-5-carbaldehyde CCCCC(C)C=O